3-(3-amino-3-methylpyrrolidin-1-yl)-5-(3'-chloro-5-fluoro-2-hydroxy-4'-(3-methyl-2-oxo-2,3-dihydro-1H-imidazol-1-yl)-[1,1'-biphenyl]-3-yl)-1-methylpyridin-2(1H)-one NC1(CN(CC1)C=1C(N(C=C(C1)C=1C(=C(C=C(C1)F)C1=CC(=C(C=C1)N1C(N(C=C1)C)=O)Cl)O)C)=O)C